CCCCCCCCCCCCCCCC(=O)OC[C@H](COP(=O)(O)OCCN)OC(=O)CCCCCCC/C=C\\C/C=C\\CCCCC The molecule is a 1,2-diacyl-sn-glycero-3-phosphoethanolamine in which the 1- and 2-acyl groups are specified as hexadecanoyl (palmitoyl) and 9Z,12Z-octadecadienoyl (linoleoyl) respectively. It has a role as a mouse metabolite. It derives from a hexadecanoic acid and a linoleic acid. It is a tautomer of a 1-hexadecanoyl-2-(9Z,12Z-octadecadienoyl)-sn-glycero-3-phosphoethanolamine zwitterion.